(S)-3,3'-dimethyl-1,1'-binaphthol CC1=C(C(=C2C=CC=CC2=C1)C1=CC(=CC2=CC=CC=C12)C)O